CC1=NC=NC(=C1C1=CC=C(N1)C(=O)OC)C methyl 5-(4,6-dimethylpyrimidin-5-yl)-1H-pyrrole-2-carboxylate